FC1=CC=C2C=C(NC2=C1F)C(=O)NC(C(=O)N[C@H](C(=O)OC)C[C@H]1C(NC2(CC2)C1)=O)CC1(CC1)F methyl (2S)-2-[[2-[(6,7-difluoro-1H-indole-2-carbonyl)amino]-3-(1-fluorocyclopropyl)propanoyl]amino]-3-[(6R)-5-oxo-4-azaspiro[2.4]heptan-6-yl]propanoate